Methyl furan-2-carboxylate O1C(=CC=C1)C(=O)OC